tert-Butyl (3-(5-iodo-7-tosyl-7H-pyrrolo[2,3-d]pyrimidin-4-yl)cyclopent-3-en-1-yl)carbamate IC1=CN(C=2N=CN=C(C21)C=2CC(CC2)NC(OC(C)(C)C)=O)S(=O)(=O)C2=CC=C(C)C=C2